IC1=CC=C(C=C1)C1=NNC=C1C1N(C2=CC=CC=C2C(N1)=O)C 2-[3-(4-Iodophenyl)-1H-pyrazol-4-yl]-1-methyl-2,3-dihydro-quinazolin-4-one